OC1(CC1)CNC(N)=O N'-[(1-hydroxycyclopropyl)methyl]urea